C(C1=CC=CC=C1)N1CC=P(C=C1)=O 1-benzyl-1,4-azaphosphine 4-oxide